FC=1C=C(NC2C(NC(CC2)=O)=O)C=C(C1N1CCN(CC1)[C@H](C)C1CCNCC1)F 3-[3,5-difluoro-4-[4-[(1R)-1-(4-piperidyl)ethyl]piperazin-1-yl]anilino]piperidine-2,6-dione